C(C)OS(=O)(=O)[O-].C(CC)OC1=CC=CC2=[N+](C3=CC=CC=C3N=C12)CC 1-propoxy-5-ethylphenazinium ethyl-sulfate